methyl (3S,6S,7aR,8aS,9aR)-6-((tert-butoxycarbonyl)amino)-5-oxodecahydro-1H-cyclopropa[d]pyrrolo[1,2-a]azocine-3-carboxylate C(C)(C)(C)OC(=O)N[C@H]1C[C@@H]2[C@H](C[C@@H]3N(C1=O)[C@@H](CC3)C(=O)OC)C2